3-[4-fluoro-2'-hydroxy-4'-(3-methoxyazetidin-1-yl)-5,6'-dimethyl-[1,1'-biphenyl]-3-yl]propanoate FC1=C(C=C(C=C1C)C1=C(C=C(C=C1C)N1CC(C1)OC)O)CCC(=O)[O-]